Propyl ethanesulfonate C(C)S(=O)(=O)OCCC